(R)-N-(5-(difluoromethyl)-2-(3-hydroxyazetidine-1-carbonyl)phenyl)-3-(3-fluoro-4-methylphenyl)-3-(1,2,4-thiadiazol-5-yl)pyrrolidine-1-carboxamide FC(C=1C=CC(=C(C1)NC(=O)N1C[C@](CC1)(C1=NC=NS1)C1=CC(=C(C=C1)C)F)C(=O)N1CC(C1)O)F